FC1=C(C#N)C=CC(=C1)F 2,4-difluorobenzonitrile